C1(=CC=CC=C1)C1(CC1)C(=O)N1CC2=CC=CC(=C2CC1)C(CC(=O)O)C1=C(C2=C(N(N=N2)C)C=C1)C 3-[2-(1-phenylcyclopropanoyl)-1,2,3,4-tetrahydroisoquinolin-5-yl]-3-(1,4-dimethylbenzotriazol-5-yl)propionic acid